trimethoxysilyl-2-(chloromethyl)phenylethane CO[Si](OC)(OC)C(C)C1=C(C=CC=C1)CCl